tert-butyl 6-[2-(2,6-dioxo-3-piperidinyl)-1,3-dioxo-isoindolin-5-yl]-2,6-diazaspiro[3.3]heptane-2-carboxylate O=C1NC(CCC1N1C(C2=CC=C(C=C2C1=O)N1CC2(CN(C2)C(=O)OC(C)(C)C)C1)=O)=O